O=C1N2C(N=NN1CCOC(F)(F)F)=C(N=C2)C(=O)NC2=CC=CC=C2 4-Oxo-N-phenyl-3-(2-(trifluoromethoxy)ethyl)-3,4-dihydroimidazo[5,1-d][1,2,3,5]tetrazine-8-carboxamide